C(C=CCCCCCCCCC(C)C)(=O)O isotetradecenoic acid